CC(=C[SiH2]C(C1=CC=C(C=C1)C)Cl)C (dimethylvinylsilyl)-4-methylbenzyl chloride